ethyl 2-(4-(((tert-butoxycarbonyl)amino) methyl)piperidin-1-yl)thiazole-4-carboxylate C(C)(C)(C)OC(=O)NCC1CCN(CC1)C=1SC=C(N1)C(=O)OCC